(S)-(-)-4-benzyl-2-oxazolidinone C1[C@@H](NC(=O)O1)CC2=CC=CC=C2